N-(1-ethyl-5-(trifluoromethyl)-1H-1,2,4-triazol-3-yl)-2-methylbenzamide C(C)N1N=C(N=C1C(F)(F)F)NC(C1=C(C=CC=C1)C)=O